3-(2-((4-(2-(4-chloro-2-fluorophenyl)-2-methylbenzo[d][1,3]dioxol-4-yl)piperidin-1-yl)methyl)-1-(((S)-oxetan-2-yl)methyl)-1H-imidazol-5-yl)propanoic acid ClC1=CC(=C(C=C1)C1(OC2=C(O1)C=CC=C2C2CCN(CC2)CC=2N(C(=CN2)CCC(=O)O)C[C@H]2OCC2)C)F